1-(tert-butyl) 6-methyl indoline-1,6-dicarboxylate N1(CCC2=CC=C(C=C12)C(=O)OC)C(=O)OC(C)(C)C